8-(cinnamoyloxy)naphthalen-1-yl [1,1'-biphenyl]-2-carboxylate C=1(C(=CC=CC1)C(=O)OC1=CC=CC2=CC=CC(=C12)OC(C=CC1=CC=CC=C1)=O)C1=CC=CC=C1